sodium nitrobenzenesulfinate [N+](=O)([O-])C1=C(C=CC=C1)S(=O)[O-].[Na+]